4-(4-(4-((1-acetylazetidin-3-yl)ethynyl)phenyl)-3,6-dihydropyridin-1(2H)-yl)-N-hydroxy-2-methyl-2-(methylsulfonyl)butanamide C(C)(=O)N1CC(C1)C#CC1=CC=C(C=C1)C=1CCN(CC1)CCC(C(=O)NO)(S(=O)(=O)C)C